7-((4-(2-((6-(ethoxycarbonyl)pyridazin-3-yl)amino)pyrazolo[1,5-a]pyridin-5-yl)-6-methylpyridin-3-yl)oxy)-3-oxa-9-azabicyclo[3.3.1]nonane-9-carboxylate C(C)OC(=O)C1=CC=C(N=N1)NC1=NN2C(C=C(C=C2)C2=C(C=NC(=C2)C)OC2CC3COCC(C2)N3C(=O)[O-])=C1